7-(dimethoxymethyl)-4-(2-methoxyethoxy)-1,2,3,4-tetrahydro-2,4-methylene-1,8-naphthyridine COC(C1=CC=C2C3(CC(NC2=N1)C3)OCCOC)OC